N,N-Dimethyl-piperidinium C[N+]1(CCCCC1)C